5-methoxy-6-(1,2,3,6-tetrahydropyridin-4-yl)quinazolin-4-amine hydrochloride Cl.COC1=C2C(=NC=NC2=CC=C1C=1CCNCC1)N